C(CCCCCCCCCC(=O)OCCCCCCCCCC)(=O)OCC(COC(CCC(OCCCCCCCC)OCCCCCCCC)=O)COC(=O)OCCCN(CC)CC 1-(3-((4,4-bis(octyloxy)butanoyl)oxy)-2-((((3-(diethylamino)propoxy)carbonyl)oxy)methyl)propyl) 11-decyl undecanedioate